OCC=1OC(=C(N1)C)C(=O)N 2-(hydroxymethyl)-4-methyloxazole-5-carboxamide